(3-formyl-1-(3-(methoxycarbonyl)cyclobutyl)-1H-pyrazol-4-yl)boronic acid C(=O)C1=NN(C=C1B(O)O)C1CC(C1)C(=O)OC